ClC=1C=C(C=CC1)C(C(OC(=O)N[C@@H](CC(C)C)C(=O)O)C1=CC=CC=C1)(F)F ((2-(3-chlorophenyl)-2,2-difluoro-1-phenylethoxy)carbonyl)-Z-leucine